C(C)(C)(C)NC=1OC(C(=CN1)C)=O 2-(tert-butylamino)-5-methyl-6H-1,3-oxazine-6-one